dimethylsilyl-(bisindenyl)zirconium C[SiH](C)[Zr](C1C=CC2=CC=CC=C12)C1C=CC2=CC=CC=C12